C(=O)(O)[C@H](O)[C@@H](O)C(=O)O.COC([C@H](CCCl)N)=O L-2-amino-4-chlorobutyric acid methyl ester-L-tartrate salt